NCC1=CC=C(C(=N1)F)N1C(NC(CC1)=O)=O 1-(6-(Aminomethyl)-2-fluoropyridin-3-yl)dihydropyrimidine-2,4(1H,3H)-dione